C(C1=CC=CC=C1)N1C2=C(C3=CC=CC=C13)C=CN1C2=NC=C1C(F)(F)F 11-Benzyl-3-(trifluoromethyl)-11H-imidazo[1',2':1,2]pyrido[3,4-b]indole